1-bromo-3,4-difluoro-2-nitrobenzene BrC1=C(C(=C(C=C1)F)F)[N+](=O)[O-]